ClC1=CC=C(C=C1)C1=NC=C2C(=N1)N(C(N(C2=O)CC(=O)NCC2OCCC2)=O)C 7-(4-Chlorophenyl)-1,4-dihydro-1-methyl-2,4-dioxo-N-[(tetrahydro-2-furanyl)methyl]pyrimido[4,5-d]pyrimidine-3(2H)-acetamide